N-(6-chloro-1-methyl-1H-pyrazolo[3,4-d]pyrimidin-4-yl)-5-methyl-1H-pyrazol-3-amine ClC1=NC(=C2C(=N1)N(N=C2)C)NC2=NNC(=C2)C